C12(CC(C1)C2)N(C(=O)C=2NC1=C(C=CC=C1C2C)Cl)C N-[bicyclo[1.1.1]pentan-1-yl]-7-chloro-N,3-dimethyl-1H-indole-2-carboxamide